BrC=1C(=NC(=CC1)C(F)(F)F)Cl 3-bromo-2-chloro-6-(trifluoromethyl)pyridine